C1(=CC=CC=C1)[C@@H]1CC=NN1C(=O)C1CCN(CC1)C1=NC=CC=C1 (S)-(5-phenyl-4,5-dihydro-1H-pyrazol-1-yl)(1-(pyridin-2-yl)piperidin-4-yl)methanone